(M)-(1S,9S)-6-(2-hydroxy-1-naphthalenyl)-4-(2-(2-propenoyl)-2,6-diazaspiro[3.4]octan-6-yl)-3-azatricyclo[7.1.1.02,7]undeca-2,4,6-triene-5-carbonitrile OC1=C(C2=CC=CC=C2C=C1)C=1C(=C(N=C2C3CC(CC12)C3)N3CC1(CN(C1)C(C=C)=O)CC3)C#N